1,3-dimethoxy-5-vinylbenzene COC1=CC(=CC(=C1)C=C)OC